BrC1=C2C[C@@H](N([C@H](C2=CC=C1)C)C(CC1=C(C=CC=C1Cl)Cl)=O)CO[Si](C)(C)C(C)(C)C 1-[(1S,3R)-5-bromo-3-[[tert-butyl(dimethyl)silyl]oxymethyl]-1-methyl-3,4-dihydro-1H-isoquinolin-2-yl]-2-(2,6-dichlorophenyl)ethanone